4-(2-chloroethoxy)benzo[d][1,3]dioxazole ClCCOC1=CC=CC=2ONOC21